2-(3-acetyl-5-(2-methylpyrimidin-5-yl)-1H-indazol-1-yl)-1-((2S,4R)-2-((S)-2-(6-bromopyridin-2-yl)-1-hydroxyethyl)-4-fluoropyrrolidin-2-yl)ethanone C(C)(=O)C1=NN(C2=CC=C(C=C12)C=1C=NC(=NC1)C)CC(=O)[C@@]1(NC[C@@H](C1)F)[C@H](CC1=NC(=CC=C1)Br)O